ClC=1C=C(C(=NC1)OC=1C=CC=2N(N1)C=C(N2)C(=O)NC2(CCS(CC2)(=O)=O)C)OCC(F)F 6-((5-Chloro-3-(2,2-difluoroethoxy)pyridin-2-yl)oxy)-N-(4-methyl-1,1-dioxidotetrahydro-2H-thiopyran-4-yl)imidazo[1,2-b]pyridazine-2-carboxamide